(1s,4s)-4-((2-((2-(1-(Cyclopropylsulfonyl)-1H-pyrazol-4-yl)pyrimidin-4-yl)amino)-5-((3-methyloxetan-3-yl)ethynyl)pyridin-4-yl)amino)cyclohexan-1-ol C1(CC1)S(=O)(=O)N1N=CC(=C1)C1=NC=CC(=N1)NC1=NC=C(C(=C1)NC1CCC(CC1)O)C#CC1(COC1)C